([(S,2S)-2-Aminocyclohexyl]methyl)methylamine hydrochloride Cl.N[C@@H]1[C@@H](CCCC1)CNC